N-((1s,3S)-3-(4-cyclopropylphenyl)cyclobutyl)-N-methyl-6-oxo-7-oxa-5-azaspiro[3.4]octane-2-carboxamide C1(CC1)C1=CC=C(C=C1)C1CC(C1)N(C(=O)C1CC2(C1)NC(OC2)=O)C